5-(ethoxycarbonyl)-16-methoxy-2,3,4,10,12-pentaazatetracyclo[11.4.0.02,6.08,12]heptadeca-1(17),3,5,8,10,13,15-heptaene-9-carboxylic acid C(C)OC(=O)C=1N=NN2C3=CC(=CC=C3N3C=NC(=C3CC12)C(=O)O)OC